N,N-diethyl-N-[2-(2-methoxyethoxy)ethyl]-N-methylammonium methyl-carbonate COC([O-])=O.C(C)[N+](C)(CCOCCOC)CC